FC(=C(C(=O)[O-])C)C(C)C Fluoroisopropyl-Methacrylat